FC1=C(C=CC(=C1)[C@@H]1[C@@H](COC2=CC(=CC=C12)O)C1=CC=CC=C1)N1CCC(CC1)CN1CCC2(CN(C2)C=2C=C3CN(C(C3=CC2)=O)C2C(NC(CC2)=O)=O)CC1 3-(5-(7-((1-(2-fluoro-4-(cis-7-hydroxy-3-phenylchroman-4-yl)phenyl)piperidin-4-yl)methyl)-2,7-diazaspiro[3.5]nonan-2-yl)-1-oxoisoindolin-2-yl)piperidine-2,6-dione